N-((1-methyl-3-oxo-2,3,5,6,7,8-hexahydroisoquinolin-4-yl)methyl)-1H-pyrazole-4-carboxamide CC=1NC(C(=C2CCCCC12)CNC(=O)C=1C=NNC1)=O